CC1=NC2=CC=C(C=C2C(=C1)C=1C(=NC=CC1)C1=CC=CC=C1)C(=O)N1CCOCC1 (2-methyl-4-(2-phenylpyridin-3-yl)quinolin-6-yl)(morpholino)methanone